C(C)OC(=O)N1CC(C(C1)=O)CCCBr 3-(3-bromopropyl)-4-oxopyrrolidine-1-carboxylic acid ethyl ester